3-fluoro-5-((4-(piperazin-1-yl)phenyl)(2,2,6,6-tetramethyltetrahydro-4H-pyran-4-ylmethylene)methyl)-1H-indazole FC1=NNC2=CC=C(C=C12)C(=CC1CC(OC(C1)(C)C)(C)C)C1=CC=C(C=C1)N1CCNCC1